C12CNCC(CC1)N2C=2SC=1CN(CCC1N2)C(=O)C2CC(CC2)(F)F (2-(3,8-diazabicyclo[3.2.1]octan-8-yl)-6,7-dihydrothiazolo[5,4-c]pyridin-5(4H)-yl)(3,3-difluorocyclopentyl)methanone